4,5-dicyano-2-trifluoromethylimidazolium C(#N)C=1[NH+]=C(NC1C#N)C(F)(F)F